methyl (2S)-5-(5-aminopyrimidin-4-yl)-2-{[(tert-butoxy) carbonyl]amino}pent-4-ynoate NC=1C(=NC=NC1)C#CC[C@@H](C(=O)OC)NC(=O)OC(C)(C)C